C(C)[C@H]1CN(CC=2C=CC(=NC12)N1CCNCC1)C1=CC=C(C=2N1N=CN2)C#N (S)-5-(8-Ethyl-2-(piperazin-1-yl)-7,8-dihydro-1,6-naphthyridin-6(5H)-yl)-[1,2,4]triazolo[1,5-a]pyridine-8-carbonitrile